sodium dimyristoylglutamine C(CCCCCCCCCCCCC)(=O)N([C@@H](CCC(N)=O)C(=O)O)C(CCCCCCCCCCCCC)=O.[Na]